FC1=C(C=C(C=C1)C(C1=CC=CC=C1)OC)N1N=C(C=C1C(=O)N)C(F)(F)F 2-fluoro-5-(methoxy(phenyl)methyl)phenyl-3-(trifluoromethyl)-1H-pyrazole-5-carboxamide